2-(7-azabicyclo[2.2.1]heptan-7-yl)-5,7-dihydrofuro[3,4-b]pyridine-3-carboxylic acid C12CCC(CC1)N2C2=C(C=C1C(=N2)COC1)C(=O)O